4-methyl-5,6-dihydro-1,3-thiazin-2-amine CC1=NC(SCC1)N